[N+](#[C-])CC1OCCC1 2-(isocyanomethyl)tetrahydrofuran